2-[2-(3-chloro-4-Fluoro-phenyl)-5-methyl-1-piperidyl]-2-oxo-acetate ClC=1C=C(C=CC1F)C1N(CC(CC1)C)C(C(=O)[O-])=O